N-(4-chlorophenyl)-5-hydroxy-3-{4-[4-(trifluoromethoxy)phenyl]piperazin-1-yl}pentanamide ClC1=CC=C(C=C1)NC(CC(CCO)N1CCN(CC1)C1=CC=C(C=C1)OC(F)(F)F)=O